6-chloro-8-cyclopropoxy-2-((((2S,4R)-4-fluoro-1-methylpyrrolidin-2-yl) methoxy)-7-(5-methyl-1H-indazol-4-yl)quinazolin-4-yl)piperazin-1-carboxylate ClC1CNCC(N1C(=O)[O-])C1=NC(=NC2=C(C(=CC=C12)C1=C2C=NNC2=CC=C1C)OC1CC1)OC[C@H]1N(C[C@@H](C1)F)C